1-(2-(3,4-dimethylphenyl)-4-(3-methoxybenzyl)-3,5-dioxo-2,3,4,5-tetrahydro-1,2,4-triazine-6-carbonyl)piperidine-3-carboxylic acid ethyl ester C(C)OC(=O)C1CN(CCC1)C(=O)C=1C(N(C(N(N1)C1=CC(=C(C=C1)C)C)=O)CC1=CC(=CC=C1)OC)=O